5-((2-ethynyl-5-isopropyl-pyridin-4-yl)thio)pyrimidine-2,4-diamine C(#C)C1=NC=C(C(=C1)SC=1C(=NC(=NC1)N)N)C(C)C